3-methyl-5-(pyridin-2-yl)phenol CC=1C=C(C=C(C1)C1=NC=CC=C1)O